C(C=CCCCCCCCCC)(=O)N dodecenoic acid amide